BrC1=CC=C(C=C1)C1(CCN(CC1)C(=O)OC(C)(C)C)C(F)(F)F tert-butyl 4-(4-bromophenyl)-4-(trifluoromethyl)piperidine-1-carboxylate